N-(5-(((5-(tert-butyl)oxazol-2-yl)methyl)thio)thiazol-2-yl)-1'-(4-(2,6-dioxopiperidin-3-yl)benzyl)-[1,4'-bipiperidine]-4-carboxamide C(C)(C)(C)C1=CN=C(O1)CSC1=CN=C(S1)NC(=O)C1CCN(CC1)C1CCN(CC1)CC1=CC=C(C=C1)C1C(NC(CC1)=O)=O